Cholin Phosphonium [PH4+].OCC[N+](C)(C)C